isopropyldithiobenzoate C(C)(C)SC(C1=CC=CC=C1)=S